ClC1=CC=C(N=N1)N1[C@H]2[C@@H](CC1)CNC2 |r| rac-(3aS,6aS)-1-(6-chloropyridazin-3-yl)-3,3a,4,5,6,6a-hexahydro-2H-pyrrolo[3,4-b]pyrrole